C1(CCCCC1)OCCN1C(=NC2=C1C=C1C(=C2)OCCO1)CCNCCC=1OC=C(N1)C(=O)NCC1=NC=CC=C1F 2-(2-((2-(1-(2-(cyclohexyloxy)ethyl)-6,7-dihydro-1H-[1,4]dioxino[2',3':4,5]benzo[1,2-d]imidazol-2-yl)ethyl)amino)ethyl)-N-((3-fluoropyridin-2-yl)methyl)oxazole-4-carboxamide